CC(C(=O)OCCOCCOCCOCCCC)CCC 2-(2-(2-butoxyethoxy)ethoxy)ethyl 2-methylpentanoate